CN(C)CC1CN(CC1)C1=CC=C(C=N1)C1=CC=2C3=C(N=NC2C=C1F)N(C(N3C3CCOCC3)=O)C 8-(6-(3-((dimethylamino)methyl)pyrrolidin-1-yl)pyridin-3-yl)-7-fluoro-3-methyl-1-(tetrahydro-2H-pyran-4-yl)-1,3-dihydro-2H-imidazo[4,5-c]cinnolin-2-one